C(CCCCCCC\C=C/C=C/CCCC)(=O)SCCNC(CCNC([C@@H](C(COP(OP(OC[C@@H]1[C@H]([C@H]([C@@H](O1)N1C=NC=2C(N)=NC=NC12)O)OP(=O)(O)O)(=O)O)(=O)O)(C)C)O)=O)=O (Z,E)-9,11-hexadecadienoyl-CoA